N-(1-(3-(trifluoromethoxy)phenoxy)-2,3-dihydro-1H-inden-5-yl)acryl-amide FC(OC=1C=C(OC2CCC3=CC(=CC=C23)NC(C=C)=O)C=CC1)(F)F